1,3-dioctadecyl-imidazolium 2-ethylhexanoate C(C)C(C(=O)[O-])CCCC.C(CCCCCCCCCCCCCCCCC)N1C=[N+](C=C1)CCCCCCCCCCCCCCCCCC